ClC=1C(=CC=C2N=CC(=NC12)C=1C=NN(C1)CC(=O)N1CC(CC1)F)OC1=CC2=C(N=C(N2COCC[Si](C)(C)C)C)C=C1 2-[4-[8-chloro-7-[2-methyl-3-(2-trimethylsilylethoxymethyl)benzimidazol-5-yl]oxy-quinoxalin-2-yl]pyrazol-1-yl]-1-(3-fluoropyrrolidin-1-yl)ethanone